phenylethylamine imidazole salt N1C=NC=C1.C1(=CC=CC=C1)CCN